N,N-dimethyl-1-(4-bromo-2-fluorophenyl)piperidin-4-amine CN(C1CCN(CC1)C1=C(C=C(C=C1)Br)F)C